C(C)(=O)N(C=1SC2=C(C1C(=O)OC)C=CC(=C2)O)CC2=CC=C(C=C2)C Methyl 2-[acetyl(4-methylbenzyl)amino]-6-hydroxy-1-benzothiophene-3-carboxylate